C(#N)C[C@H]1N(CC[C@@H](C1)N1C=NC=2C(=NC=3C(=C(C(=CC3C21)C(F)(F)F)C=2C=CC(=C1C=CC=NC21)F)F)N2CC(C2)N(C)C)C(=O)OC(C)(C)C tert-butyl (2S,4S)-2-(cyanomethyl)-4-(4-(3-(dimethylamino)azetidin-1-yl)-6-fluoro-7-(5-fluoroquinolin-8-yl)-8-(trifluoromethyl)-1H-imidazo[4,5-c]quinolin-1-yl)piperidine-1-carboxylate